6-[(3R,5S)-5-methylpyrrolidin-3-yl]oxy-[1,2,4]triazolo[1,5-a]pyridine C[C@H]1C[C@H](CN1)OC=1C=CC=2N(C1)N=CN2